(R)-1-(4-bromophenyl)-4-methylpyrrolidin-2-one BrC1=CC=C(C=C1)N1C(C[C@H](C1)C)=O